NC=1C2=C(N=CN1)N(C=C2Br)[C@H]2[C@@H]([C@@H]([C@H](C2)C(=O)NC[C@@H]2CNCCC2)O)O (1S,2R,3S,4R)-4-(4-Amino-5-bromo-7H-pyrrolo[2,3-d]pyrimidin-7-yl)-2,3-dihydroxy-N-(((S)-piperidin-3-yl)methyl)cyclopentane-1-carboxamide